OC1=C(C(=O)[O-])C(=CC=C1)C 2-Hydroxy-6-methylbenzoate